(S)-5-(3-cyclobutyl-6-(2-hydroxy-6-methyl-4-(trifluoromethyl)phenyl)-2H-pyrazolo[3,4-b]pyridin-2-yl)-1-methylpiperidin-2-one C1(CCC1)C=1N(N=C2N=C(C=CC21)C2=C(C=C(C=C2C)C(F)(F)F)O)[C@H]2CCC(N(C2)C)=O